C1(=CC=CC=C1)S(=O)(=S)[O-].[K+] potassium thiobenzenesulfonate